tert-Butyl (2-((2-chloro-5-nitropyrimidin-4-yl)amino)ethyl)(methyl)carbamate ClC1=NC=C(C(=N1)NCCN(C(OC(C)(C)C)=O)C)[N+](=O)[O-]